NC=1C=C(C=C(C1)C(F)(F)F)[C@@H](C)NC1=NC(=NN2C1=CC(=C2)C(=O)O[Li])Cl lithio 4-{[(1R)-1-[3-amino-5-(trifluoromethyl)phenyl]ethyl]amino}-2-chloropyrrolo[2,1-f][1,2,4]triazine-6-carboxylate